IC1=C(C2=CC=CC=C2C(=C1)[N+](=O)[O-])N 2-Iodo-4-nitronaphthalen-1-amine